O=C1NC(CCC1N1C(C=2C=C3C(=CC2C1=O)CN(C3)C(=O)OC(C)(C)C)=O)=O tert-butyl [6-(2,6-dioxopiperidin-3-yl)-5,7-dioxo-1H,3H-pyrrolo[3,4-f]isoindol-2-yl]carboxylate